C(C1=CC=CC=C1)N(S(=O)(=O)C1=CC(=CC=C1)OC)C1=C(C=CC(=C1)OC)Br N-benzyl-N-(2-bromo-5-methoxyphenyl)-3-methoxybenzenesulfonamide